4-(cyclopentylmethyl-amino)-2-(dimethylamino)-6-(2-furyl)pyrimidine-5-carboxylic acid ethyl ester C(C)OC(=O)C=1C(=NC(=NC1C=1OC=CC1)N(C)C)NCC1CCCC1